2-methoxycarbonyl-4-cyano-4-(3-cyclopropylmethoxy-4-difluoromethoxyphenyl)cyclohexane-1-one COC(=O)C1C(CCC(C1)(C1=CC(=C(C=C1)OC(F)F)OCC1CC1)C#N)=O